C(C)(=O)ON=C(C)C=1C=CC=2N(C3=CC=C(C=C3C2C1)C(C1=CC=CC=C1)=O)CC 1-(9-ethyl-6-benzoyl-9H-carbazol-3-yl)-ethanone-1-(O-acetyloxime)